4-(3,4-dimethylphenyl)-1-p-toluenesulfonyl-5,6-dihydropyridin-2(1H)-one CC=1C=C(C=CC1C)C1=CC(N(CC1)S(=O)(=O)C1=CC=C(C)C=C1)=O